N,N'-dimethyl-imidazole CN1CN(C=C1)C